4-[cyclopropyl-[4-(5,6,7,8-tetrahydro-1,8-naphthyridin-2-yl)butyl]amino]-2-[[3-methylpentanoyl]amino]butanoic acid C1(CC1)N(CCC(C(=O)O)NC(CC(CC)C)=O)CCCCC1=NC=2NCCCC2C=C1